C(C)(C)(C)OC(CN1C(SC2=C1C=CC(=C2)C(=O)OCC)=N)=O ethyl 3-(2-(tert-butoxy)-2-oxoethyl)-2-imino-2,3-dihydrobenzo[d]thiazole-6-carboxylate